(R)-N-(4-(3-((6-methylquinazolin-2-yl)amino)piperidine-1-carbonyl)phenyl)acrylamide CC=1C=C2C=NC(=NC2=CC1)N[C@H]1CN(CCC1)C(=O)C1=CC=C(C=C1)NC(C=C)=O